ethyl 5-(4-chloro-2H-pyrrol-2-yl)-4-oxo-1-[4-(trifluoromethoxy)phenyl]cinnoline-3-carboxylate ClC1=CC(N=C1)C1=C2C(C(=NN(C2=CC=C1)C1=CC=C(C=C1)OC(F)(F)F)C(=O)OCC)=O